ClC=1C(=CC(=NC1)OC)C1=CC(=NN1)C(=O)N1CCC(CC1)C(=O)NC1CCOC2=CC=CC=C12 1-(5-(5-chloro-2-methoxypyridin-4-yl)-1H-pyrazole-3-carbonyl)-N-(chroman-4-yl)piperidine-4-carboxamide